5-bromo-7-isopropylpyrrolo[2,1-f][1,2,4]triazin-4-amine BrC=1C=C(N2N=CN=C(C21)N)C(C)C